COC=COF perfluoro methoxyvinyl ether